Bis(3-aminopropyl)methylamin NCCCN(C)CCCN